3,6-dihydroxypyridin-1(2H)-carboxylate OC=1CN(C(=CC1)O)C(=O)[O-]